C(C)(C)(C)OC(=O)N1[C@H]2CC(C[C@@H]1CC2)C2C(CNCC2)OC (1r,3s,5s)-3-(3-methoxypiperidin-4-yl)-8-azabicyclo[3.2.1]octane-8-carboxylic acid tert-butyl ester